3-(4-(((3-fluoro-4-methoxyphenethyl)(5-fluorothiazolo[5,4-b]pyridin-2-yl)amino)methyl)phenyl)propiolic acid FC=1C=C(CCN(C=2SC3=NC(=CC=C3N2)F)CC2=CC=C(C=C2)C#CC(=O)O)C=CC1OC